NC(C(=O)O)(CCCCB(O)O)CCC1N(CC2=CC=CC=C2C1)CC1CCCCC1 2-amino-6-borono-2-(2-(2-(cyclohexylmethyl)-1,2,3,4-tetrahydroisoquinolin-3-yl)ethyl)hexanoic acid